NC1(CC(C1)CN1C(C2=CC=CC=C2C1=O)CC1=C(C=NN1C)Cl)C#N 1-amino-3-((1-((4-chloro-1-methyl-1H-pyrazol-5-yl)methyl)-3-oxoisoindolin-2-yl)methyl)cyclobutane-1-carbonitrile